C(C)(C)(C)OC(=O)N1CCC2(CN(C2)C2=NC=CC(=C2)OC2=CC=C(C=C2)N2N=CN(C2=O)CC2=C(C=CC=C2F)F)CC1 tert-butyl-2-(4-(4-(4-(2,6-difluorobenzyl)-5-oxo-4,5-dihydro-1H-1,2,4-triazol-1-yl)phenoxy)pyridin-2-yl)-2,7-diazaspiro[3.5]nonane-7-carboxylate